FC1(CCC(CC1)[C@@H](C=1N=C2N(N=C(C=N2)C=C)C1)NC(OCC1=CC=CC=C1)=O)F benzyl (S)-((4,4-difluorocyclohexyl)(2-vinylimidazo[1,2-b][1,2,4]triazin-6-yl)methyl)carbamate